6-((5-((3S,4S)-4-amino-3-methyl-2-oxa-8-azaspiro[4.5]decan-8-yl)pyrazin-2-yl)thio)-3-(benzo[d]oxazol-2-ylmethyl)-5-chloroquinazolin-4(3H)-one N[C@@H]1[C@@H](OCC12CCN(CC2)C=2N=CC(=NC2)SC=2C(=C1C(N(C=NC1=CC2)CC=2OC1=C(N2)C=CC=C1)=O)Cl)C